m-hydroxydiphenylamine C1=CC=C(C=C1)NC2=CC(=CC=C2)O